5-(4-hydroxyphenyl)isochroman OC1=CC=C(C=C1)C1=C2CCOCC2=CC=C1